C1(CCCCC1)CCC(=O)OCC(COC(CCCC(CCCC(=O)OCC(COC(CCC1CCCCC1)=O)COC(CCC1CCCCC1)=O)OC(CCCN(C)C)=O)=O)COC(CCC1CCCCC1)=O bis(3-((3-cyclohexylpropanoyl)oxy)-2-(((3-cyclohexylpropanoyl) oxy)methyl)propyl)5-((4-(dimethylamino)butanoyl)oxy)nonanedioate